FC(C=1C=C(C=C(C1)C(F)(F)F)N1C(CNCC1)=O)(F)F 1-(3,5-bistrifluoromethylphenyl)piperazinone